C(CCCCC)C(C(=O)O)(CCCCCCC)C 2-hexyl-2-methyl-nonanoic acid